C(C)OC[C@H](C(C)(O)C)N1C=NC=2C=NC=3C=CC=CC3C21 (3R)-4-ethoxy-3-imidazo[4,5-c]quinolin-1-yl-2-methyl-butan-2-ol